OC1(CC(C1)NC=1N=NC(=C2C1C=NC=C2)C2=C(C=C(C=C2)C(F)(F)F)O)C 2-(4-{[(1r,3r)-3-hydroxy-3-methylcyclobutyl]amino}pyrido[3,4-d]pyridazin-1-yl)-5-(trifluoromethyl)phenol